7-((2-((2-(difluoromethoxy)-4-(piperazin-1-yl)phenyl)amino)-5-(trifluoromethyl)pyrimidin-4-yl)amino)isoindolin-1-one FC(OC1=C(C=CC(=C1)N1CCNCC1)NC1=NC=C(C(=N1)NC=1C=CC=C2CNC(C12)=O)C(F)(F)F)F